C(C)(C)(C)OC(=O)N1CCC(CC1)N1C(N(C2=C1C=CC=C2)CCCC2=CC=CC=C2)=O.O2CC(CC2)COC2=CC=C(N)C=C2 4-(Tetrahydrofuran-3-ylmethoxy)aniline tert-Butyl-4-(2-oxo-3-(3-phenylpropyl)-2,3-dihydro-1H-benzo[d]imidazol-1-yl)piperidine-1-carboxylate